2-(3,5-dimethoxyphenoxy)-3-(2-methoxypyridin-4-yl)pyrazine COC=1C=C(OC2=NC=CN=C2C2=CC(=NC=C2)OC)C=C(C1)OC